C1(=CC(=CC=C1)C1=CN=CC(=N1)OCCN1CCOCC1)C1=CC=CC=C1 4-{2-{[6-([1,1'-biphenyl]-3-yl)pyrazin-2-yl]oxy}ethyl}morpholine